C(C)N(S(=O)(=O)C=1C=NC=C(C1)F)C(C(F)(F)F)C1=CC=C(C=C1)F N-ethyl-5-fluoro-N-(2,2,2-trifluoro-1-(4-fluorophenyl)ethyl)pyridine-3-sulfonamide